3-((1-methyl-2-oxo-1,2-dihydro-6H-pyrido[3',2':6,7]azepino[4,3,2-cd]isoindol-6-yl)methyl)-N-(5-methylthiazol-2-yl)benzamide CN1C(C=2C=CC=C3C2C1=CC1=C(N3CC=3C=C(C(=O)NC=2SC(=CN2)C)C=CC3)N=CC=C1)=O